Vinyladenosine C(=C)[C@@]1([C@H](O)[C@H](O)[C@@H](CO)O1)N1C=NC=2C(N)=NC=NC12